ClC1=C(C=C(C(=C1)F)C1=NC=NC2=CC(=CC=C12)N1CCOCC1)C(C=1C=CC(N(N1)C)=O)O 6-{[2-Chloro-4-fluoro-5-(7-morpholin-4-yl-quinazolin-4-yl)phenyl]-hydroxymethyl}-2-methyl-2H-pyridazin-3-one